C1(=CC=CC=C1)C(N1CC2(CCC2=O)C1)C1=CC=CC=C1 6-(diphenylmethyl)-6-azaspiro[3.3]heptan-1-one